3-(6-(Difluoromethyl)-1H-pyrazolo[3,4-b]pyridin-4-yl)-2-(5-fluoropyridin-2-yl)-6,6-bis(methyl-d3)-6,7-dihydro-4H-pyrazolo[5,1-c][1,4]oxazine FC(C1=CC(=C2C(=N1)NN=C2)C=2C(=NN1C2COC(C1)(C([2H])([2H])[2H])C([2H])([2H])[2H])C1=NC=C(C=C1)F)F